C(CCCCCCC)NC(C(C(=O)NCCCCCCCC)CCCCCCCC)=O N,N'-dioctyloctylmalonamide